((4-(azidomethyl)benzyl)oxy)(tert-butyl)dimethylsilane N(=[N+]=[N-])CC1=CC=C(CO[Si](C)(C)C(C)(C)C)C=C1